FC1=C(C(=CC(=C1)C1OCC(CO1)CCC)F)C1=CC(=C(C(=C1)F)C(=O)OCC1=CC=CC=C1)F Benzyl 2',3,5,6'-tetrafluoro-4'-(5-propyl-1,3-dioxan-2-yl)-[1,1'-biphenyl]-4-carboxylate